The molecule is a trihydroxyoctadecenoic acid with hydroxy groups at positions C-9, -12, and 13, and an E (cis) double bond at position 10. It has a role as an adjuvant and an anti-inflammatory agent. It derives from a 13(S)-HPODE. CCCCC[C@@H]([C@H](/C=C/[C@H](CCCCCCCC(=O)O)O)O)O